6-(3-Bromo-1-(3-chloropyridin-2-yl)-1H-pyrazol-5-carboxamido)-5-methyl-N-(3-methyloxetan-3-yl)pyrazolo[1,5-a]pyridin-7-carboxamid BrC1=NN(C(=C1)C(=O)NC=1C(=CC=2N(C1C(=O)NC1(COC1)C)N=CC2)C)C2=NC=CC=C2Cl